ClC1=C(COC(C2=C(C=CC(=C2)Cl)OCC=2C=NC=C(C2)C#N)C2CC(NC2)C(=O)O)C=CC=C1C1=CC2=C(OCCO2)C=C1 4-((2-chloro-3-(1,4-benzodioxan-6-yl)benzyloxy)-5-chloro-2-((5-cyanopyridin-3-yl)methoxy)benzyl)pyrrolidine-2-carboxylic acid